NCCC(O)C1=CC(=CC=C1)OCCC(C)C 3-amino-1-(3-(isopentyloxy)phenyl)propan-1-ol